CN(CCOC1CCC(CC1)C(=O)N(C1=CC(=NO1)C1=NC=NC=C1)CC1CN(CC1)C1=CC=C(C=C1)N(C)C)C 4-(2-(Dimethylamino)ethoxy)-N-((1-(4-(dimethylamino)phenyl)pyrrolidin-3-yl)methyl)-N-(3-(pyrimidin-4-yl)isoxazol-5-yl)cyclohexanecarboxamide